[4-[1-[2-(aminomethyl)-3,3-difluoro-allyl]-5-oxo-1,2,4-triazol-4-yl]-2-pyridinyl]-1-methyl-3,4-dihydroquinolin-2-one trifluoroacetate FC(C(=O)O)(F)F.NCC(CN1N=CN(C1=O)C1=CC(=NC=C1)C1C(N(C2=CC=CC=C2C1)C)=O)=C(F)F